methyl-(hydroxyphenyl)methoxyethoxysilane C[SiH2]OCCOCC1=C(C=CC=C1)O